COC=1C=C(C=CC1)NC=CC1=C(C(=NO1)C1=C(C=CC=C1F)Cl)C#N 5-[2-(3-methoxyphenyl-amino)vinyl]-4-cyano-3-(2-chloro-6-fluorophenyl)isoxazole